N-((6,7,8,9-tetrahydro-5H-[1,2,4]triazolo[4,3-a]azepin-3-yl)methyl)-4-(trifluoromethyl)aniline N=1N=C(N2C1CCCCC2)CNC2=CC=C(C=C2)C(F)(F)F